(1S,2S)-N-(6-(5-chloro-6-fluoro-7-(methyl-(1-methyl-1H-pyrazol-5-yl)amino)-1H-indazol-4-yl)imidazo[1,2-a]pyrazin-2-yl)-2-fluorocyclopropane-1-carboxamide ClC=1C(=C2C=NNC2=C(C1F)N(C1=CC=NN1C)C)C=1N=CC=2N(C1)C=C(N2)NC(=O)[C@H]2[C@H](C2)F